1-bromo-4-methylnon-3-ene BrCCC=C(CCCCC)C